C(CCC)N(CCCC)CCCC.FC(C(=O)O)(C(C(C(C(C(C(F)(F)F)(F)F)(F)F)(F)F)(F)F)(F)F)F perfluorooctanoic acid tri-n-butyl-amine salt